C1N(CCC2=CC=CC=C12)C[C@H](CN1C(C2=CC=C(C=C2CC1)CN1CCC(CC1)OC)=O)O 2-[(2R)-3-(3,4-dihydro-1H-isoquinolin-2-yl)-2-hydroxy-propyl]-6-[(4-methoxy-1-piperidinyl)methyl]-3,4-dihydroisoquinolin-1-one